2-[(6-tert-butylpyridin-3-yl)oxy]-N-{3-[2-(4-chloro-3-fluorophenoxy)acetamido]bicyclo[1.1.1]pentan-1-yl}acetamide C(C)(C)(C)C1=CC=C(C=N1)OCC(=O)NC12CC(C1)(C2)NC(COC2=CC(=C(C=C2)Cl)F)=O